C(CCCCC)NCCCCCCCC N-hexyloctan-1-amine